O(C1=CC=CC=C1)C1=C(C=2C(=NSN2)C(=C1OC1=CC=CC=C1)C=1SC(=CC1)C1=C(C=CC=C1C)C)C=1SC(=CC1)C1=C(C=CC=C1C)C 5,6-diphenoxy-4,7-bis[5-(2,6-dimethylphenyl)-2-thienyl]benzo[c]1,2,5-thiadiazole